Cyclopropyl-(3-(2,3-diaminopyridin-4-yl)-3,8-diazabicyclo[3.2.1]oct-8-yl)methanone C1(CC1)C(=O)N1C2CN(CC1CC2)C2=C(C(=NC=C2)N)N